C(C)(C)(C)OC(=O)NCCCCCCO[C@@H]1CN(CC1)CC1=CC(=NC(=C1)C1CC1)C(=O)OC methyl 4-{[(3S)-3-({6-[(tert-butoxycarbonyl)amino]hexyl}oxy)pyrrolidin-1-yl]methyl}-6-cyclopropylpyridine-2-carboxylate